2-(2-(ethylsulfonyl)-5-phenylpyrazolo[1,5-a]pyrimidin-3-yl)-3-methyl-6-(trifluoromethyl)-3H-imidazo[4,5-b]pyridine C(C)S(=O)(=O)C1=NN2C(N=C(C=C2)C2=CC=CC=C2)=C1C1=NC=2C(=NC=C(C2)C(F)(F)F)N1C